O1C(=CC=C1)C1=NC(=CC=2N1N=C(N2)C)NC(=O)NC(C)C 1-[5-(furan-2-yl)-2-methyl-[1,2,4]triazolo[1,5-c]pyrimidin-7-yl]-3-propan-2-ylurea